2-methyl-5-(3-methoxyphenyl)-N-(3-(2-(4-methylpiperazin-1-yl)propyl)-1,2,4-thiadiazol-5-yl)furan-3-carboxamide CC=1OC(=CC1C(=O)NC1=NC(=NS1)CC(C)N1CCN(CC1)C)C1=CC(=CC=C1)OC